L-valyl-L-valinic acid anhydride N[C@@H](C(C)C)C(=O)N[C@@H](C(C)C)C(=O)OC([C@@H](NC([C@@H](N)C(C)C)=O)C(C)C)=O